N(=[N+]=[N-])CCCN1[C@@H](CCC1)CO (S)-(1-(3-azidopropyl)pyrrolidin-2-yl)methanol